N-cyclopropyl-2-(difluoromethoxy)-6-methoxy-4-[7-[(1-methyl-4-piperidyl)methoxy]imidazo[1,2-a]pyridin-3-yl]benzamide C1(CC1)NC(C1=C(C=C(C=C1OC)C1=CN=C2N1C=CC(=C2)OCC2CCN(CC2)C)OC(F)F)=O